Tetrahydro-β-carboline C1CNCC2=C1C3=CC=CC=C3N2